5-(1,3-benzodiOxol-yl)-3-hexylcyclohex-2-enone O1C(OC2=C1C=CC=C2)C2CC(=CC(C2)=O)CCCCCC